[Ru](Cl)Cl.N1=C(C=CC=C1)C1=NC=CC=C1.N1=C(C=CC=C1)C1=NC=CC=C1.N1=C(C=CC=C1)C1=NC=CC=C1 tris(2,2-bipyridine) ruthenium dichloride